butyl-pyridine-2-carboxamide C(CCC)C=1C(=NC=CC1)C(=O)N